BrC=1C=C2C(=NC1)N(N=C2C2=CC=C(C(=O)OC)C=C2)COCC[Si](C)(C)C methyl 4-(5-bromo-1-((2-(trimethylsilyl)ethoxy)methyl)-1H-pyrazolo[3,4-b]pyridin-3-yl)benzoate